2-butyl isostearate C(CCCCCCCCCCCCCCC(C)C)(=O)OC(C)CC